N=1SN=C2C1C=CC=C2OC2=C(C=C(C=C2)S(=O)(=O)C)C=2C1=C(C(N(C2)C)=O)NC=C1 4-[2-(2,1,3-benzothiadiazol-4-yloxy)-5-(methylsulfonyl)phenyl]-6-methyl-1,6-dihydro-7H-pyrrolo[2,3-c]pyridin-7-one